NC1=C2C(=NC=N1)N(N=C2C2=CC=C(C=C2)OC2=CC=CC=C2)C2CCC(CC2)CN2C1CN(C(C2)CC1)C=1C=C2C(N(C(C2=CC1)=O)C1C(NC(CC1)=O)=O)=O 5-(5-((4-(4-amino-3-(4-phenoxyphenyl)-1H-pyrazolo[3,4-d]pyrimidin-1-yl)cyclohexyl)methyl)-2,5-diazabicyclo[2.2.2]octan-2-yl)-2-(2,6-dioxopiperidin-3-yl)isoindoline-1,3-dione